5-bromo-2-(hydroxymethyl)phenol BrC=1C=CC(=C(C1)O)CO